CN1CCC(CC1)OCC1=CC(=NC=C1)NCC=1C=C2C=CN=C(C2=CC1)N 6-(((4-(((1-methylpiperidin-4-yl)oxy)methyl)pyridin-2-yl)amino)methyl)isoquinolin-1-amine